NC=1C=CC(=NC1)N1N=C(C(=C1)Br)C#N 1-(5-amino-2-pyridinyl)-4-bromo-pyrazole-3-carbonitrile